6-(((1-(6-(5-((R)-2-(2,4-difluorophenyl)pyrrolidin-1-yl)pyrazolo[1,5-a]pyrimidine-3-yl)pyridin-2-yl)piperidin-4-yl)(methyl)amino)methyl)-2-(2,6-dioxopiperidin-3-yl)-4-fluoroisoindole FC1=C(C=CC(=C1)F)[C@@H]1N(CCC1)C1=NC=2N(C=C1)N=CC2C2=CC=CC(=N2)N2CCC(CC2)N(C)CC=2C=C(C1=CN(C=C1C2)C2C(NC(CC2)=O)=O)F